2-{3-[3-(tert-butylamino)cyclobutyl]-3H-[1,2,3]triazolo[4,5-c]pyridazin-6-yl}-5-(1H-pyrazol-4-yl)phenol dihydrochloride Cl.Cl.C(C)(C)(C)NC1CC(C1)N1N=NC2=C1N=NC(=C2)C2=C(C=C(C=C2)C=2C=NNC2)O